dipentaerythritol hexa(12-hydroxystearate) OC(CCCCCCCCCCC(=O)OCC(COC(CCCCCCCCCCC(CCCCCC)O)=O)(COCC(COC(CCCCCCCCCCC(CCCCCC)O)=O)(COC(CCCCCCCCCCC(CCCCCC)O)=O)COC(CCCCCCCCCCC(CCCCCC)O)=O)COC(CCCCCCCCCCC(CCCCCC)O)=O)CCCCCC